COCOC1=C(C(=CC=C1)OCCOC1=C(C=CC=C1)[N+](=O)[O-])O 2-(methoxymethoxy)-6-(2-(2-nitrophenoxy)ethoxy)phenol